C(C)C1(CCC(CC1)NC1=NN2C(C(=N1)OC([2H])([2H])[2H])=C(C=C2)C=2C=NC=1N(C2)C=CN1)O (1r,4r)-1-ethyl-4-((5-(imidazo[1,2-a]pyrimidin-6-yl)-4-(methoxy-d3)pyrrolo[2,1-f][1,2,4]triazin-2-yl)amino)cyclohexan-1-ol